ClC1=NC=C2C=C(N=C(C2=C1)N1CC(OCC1)C)C1=C(C(=CC(=C1Cl)OC)OC)Cl 4-(7-chloro-3-(2,6-dichloro-3,5-dimethoxyphenyl)-2,6-naphthyridin-1-yl)-2-methylmorpholine